(S)- and (R)-4-(2-((2-(6-(1-methyl-1H-imidazol-4-yl)-1H-indol-3-yl)-2-oxo-1-phenylethyl)amino)eth-yl)benzonitrile CN1C=NC(=C1)C1=CC=C2C(=CNC2=C1)C([C@H](C1=CC=CC=C1)NCCC1=CC=C(C#N)C=C1)=O |r|